5-[4-(3-fluoro-benzyl)-piperazin-1-yl]-4-methyl-benzofuran-2-carboxylic acid FC=1C=C(CN2CCN(CC2)C=2C=CC3=C(C=C(O3)C(=O)O)C2C)C=CC1